1,2-dibromoethaneAMINE BrC(CBr)N